(7R)-7-ethyl-7-methyl-N-[rac-(3S)-5-methyl-4-oxo-2,3-dihydro-1,5-benzoxazepin-3-yl]-5H-furo[3,4-d]pyrimidine-2-carboxamide C(C)[C@]1(OCC2=C1N=C(N=C2)C(=O)N[C@H]2COC1=C(N(C2=O)C)C=CC=C1)C |&1:14|